methyl 5-((trans-3-ethyl-1-methylpiperidin-4-yl)amino)-6-(4-fluorobenzyl)pyrazine-2-carboxylate C(C)[C@@H]1CN(CC[C@H]1NC=1N=CC(=NC1CC1=CC=C(C=C1)F)C(=O)OC)C